2-(2-fluorophenyl)-N-{4-[1-(propane-2-yl)-1H-pyrazol-4-yl]-3-sulfamoylphenyl}acetamide FC1=C(C=CC=C1)CC(=O)NC1=CC(=C(C=C1)C=1C=NN(C1)C(C)C)S(N)(=O)=O